C(C)(=O)NC1=C(C(=O)NC=2SC(=C(N2)C)[N+](=O)[O-])C=CC(=C1)C(=O)NCCCCCCN 2-acetamido-N4-(6-aminohexyl)-N1-(4-methyl-5-nitrothiazol-2-yl)terephthalamide